(2-(phenylamino)pyrimidin-4-yl)methanone C1(=CC=CC=C1)NC1=NC=CC(=N1)C=O